N-[6-(difluoromethoxy)-1,3-benzothiazol-2-yl]cyclooctanecarboxamide FC(OC1=CC2=C(N=C(S2)NC(=O)C2CCCCCCC2)C=C1)F